Difluoroethanol C(C(F)F)O